C(CCCCCCC)C(CCCCCCCC)OC(CCCCCCCOCC(CO)OCCCCCCCC(=O)OC(CCCCCCCC)CCCCCCCC)=O 8-[3-hydroxy-2-[8-(1-octylnonyloxy)-8-oxo-octyloxy]propoxy]octanoic acid 1-octylnonyl ester